ClC1=CC=CC=2NC(=NC21)C(=O)O 4-chloro-1H-benzimidazole-2-carboxylic acid